(12aR)-12-[(10R)-7,8-difluoro-4,9-dihydrothieno[2,3-c][2]benzothiepin-4-yl]-6,8-dioxo-3,4,12,12a-tetrahydro-1H-[1,4]oxazino[3,4-c]pyrido[2,1-f][1,2,4]triazin-7-yl methyl carbonate C(OC=1C(C=CN2N([C@H]3N(C(C21)=O)CCOC3)C3C2=C(SCC1=C3C=CC(=C1F)F)SC=C2)=O)(OC)=O